[Cl-].[Cl-].C1(=CC=CC=C1)C(C1=CC=CC=C1)=[Zr+2](C1C2=CC(=CC=C2C=2C=CC(=CC12)N(CC)CC)CCC)C1C=CC=C1 diphenylmethylene(cyclopentadienyl)(2-(diethylamino)-7-n-propyl-9-fluorenyl)zirconium dichloride